(R)-4-(5-cyclopropyl-3-((1-(2-hydroxyethyl)piperidin-3-yl)amino)-1,2,4-triazin-6-yl)-3-(ethoxymethoxy)benzaldehyde C1(CC1)C=1N=C(N=NC1C1=C(C=C(C=O)C=C1)OCOCC)N[C@H]1CN(CCC1)CCO